ClC1=CC=C(C=C1)C1=CC=C(S1)N 5-(4-chlorophenyl)thiophen-2-amine